C(C1=CC=CC=C1)OCCl Benzyl(chloromethyl)ether